COC[C@H](C(N[C@@H](C[C@@H]1[C@H](C1)C1=CC=CC=C1)B1OC(C(O1)(C)C)(C)C)=O)NC(OC(C)(C)C)=O |r| rac-tert-butyl ((R)-3-methoxy-1-oxo-1-(((R)-2-((1R,2S)-2-phenylcyclopropyl)-1-(4,4,5,5-tetramethyl-1,3,2-dioxaborolan-2-yl)ethyl)amino)propan-2-yl)carbamate